BrC=1C=C2C(=CC=NC2=CC1OC)OC1=C(C=C(C=C1F)[N+](=O)[O-])F 6-bromo-4-(2,6-difluoro-4-nitrophenoxy)-7-methoxyquinoline